((3-Chloropyridin-2-yl)amino)-3-((7-methoxy-2-methyl-1,2,3,4-tetrahydroisoquinolin-6-yl)amino)-1,2,4-triazine-6-carboxamide ClC=1C(=NC=CC1)NC=1N=C(N=NC1C(=O)N)NC=1C=C2CCN(CC2=CC1OC)C